NC(CO)C=1C=NC(=NC1)C1=C(C=C(C#N)C=C1)OC=1N(N=C(C1)C1CC1)C 4-[5-(1-amino-2-hydroxyethyl)pyrimidin-2-yl]-3-(5-cyclopropyl-2-methylpyrazol-3-yl)oxybenzonitrile